5-butoxybenzene-1,3-diol C(CCC)OC=1C=C(C=C(C1)O)O